Tert-butyl 4-[4-[1-(2,6-dioxopiperidin-3-yl)-3-methyl-2-oxo-1,3-benzodiazol-5-yl]but-3-yn-1-yl]piperidine-1-carboxylate O=C1NC(CCC1N1C(N(C2=C1C=CC(=C2)C#CCCC2CCN(CC2)C(=O)OC(C)(C)C)C)=O)=O